C[Sn](C=1[Se]C(=CC1)[Sn](C)(C)C)(C)C 2,5-bistrimethylstannylselenophene